FC1=CC(=C2C=C(N(C2=C1F)CCNC1=NC=NC(=C1)C=1C=C2C=CN(C2=CC1)C)C)OC [2-(6,7-Difluoro-4-methoxy-2-methyl-indol-1-yl)-ethyl]-[6-(1-methyl-1H-indol-5-yl)-pyrimidin-4-yl]-amin